CN(S(=O)(=O)C)C1=NC=CC=C1CNC1=NC(=NC=C1C(F)(F)F)NC1=CC=C(C=C1)CNS(=O)(=O)C N-methyl-N-{3-[({2-[(4-{[(methylsulfonyl)amino]methyl}phenyl)amino]-5-(trifluoromethyl)pyrimidin-4-yl}amino)methyl]pyridin-2-yl}methanesulfonamide